tert-butyl 6-bromo-4-fluoro-5',6'-dihydro-[2,3'-bipyridine]-1'(2'H)-carboxylate BrC1=CC(=CC(=N1)C=1CN(CCC1)C(=O)OC(C)(C)C)F